C(C)(C)(C)OC(=O)N[C@H](C(=O)OC)CC1=C(C=CC(=C1)C#N)Cl Methyl (2S)-2-((tert-butoxycarbonyl)amino)-3-(2-chloro-5-cyanophenyl)propanoate